Ethyl 5-[[2-[[2-(tert-butoxycarbonylamino)acetyl]amino]thiazol-5-yl]sulfonylamino]thiazole-4-carboxylate C(C)(C)(C)OC(=O)NCC(=O)NC=1SC(=CN1)S(=O)(=O)NC1=C(N=CS1)C(=O)OCC